(R*)-5-(3-Chloro-2-fluoro-6-(1H-tetrazol-1-yl)phenyl)-2-(1-(4-(2-(difluoromethyl)pyridin-4-yl)-1H-pyrazol-1-yl)-2-((methoxycarbonyl)(methyl)amino)ethyl)pyridine 1-oxide ClC=1C(=C(C(=CC1)N1N=NN=C1)C=1C=CC(=[N+](C1)[O-])[C@@H](CN(C)C(=O)OC)N1N=CC(=C1)C1=CC(=NC=C1)C(F)F)F |o1:19|